1-(5-(3-(6-(4-isopropyl-4H-1,2,4-triazol-3-yl)pyridin-2-yl)-2-oxoimidazolidin-1-yl)pyridin-2-yl)-N-methylpyrrolidine-3-carboxamide C(C)(C)N1C(=NN=C1)C1=CC=CC(=N1)N1C(N(CC1)C=1C=CC(=NC1)N1CC(CC1)C(=O)NC)=O